6-(2-tert-butoxycarbonyl-5-methyl-3,4-dihydro-1H-isoquinolin-7-yl)-1-(3-chlorophenyl)-7-oxo-4,5-dihydropyrazolo[3,4-c]pyridine-3-carboxylic acid C(C)(C)(C)OC(=O)N1CC2=CC(=CC(=C2CC1)C)N1C(C2=C(CC1)C(=NN2C2=CC(=CC=C2)Cl)C(=O)O)=O